5-(8-(2-(trifluoromethyl)cyclopropyl)imidazo[1,2-b]pyridazine-6-yl)pyrimidine-2,4(1H,3H)-dione FC(C1C(C1)C=1C=2N(N=C(C1)C=1C(NC(NC1)=O)=O)C=CN2)(F)F